NC=1C=C2CCC(NC2=C(C1)C(F)(F)F)=O 6-amino-8-(trifluoromethyl)-3,4-dihydro-1H-quinolin-2-one